6-(2-(2,6-dicarbonylpiperidine-3-yl)-1-carbonylisoindolin-4-yl)hexyl methanesulfonate CS(=O)(=O)OCCCCCCC1=C2CN(C(C2=CC=C1)=C=O)C1C(NC(CC1)=C=O)=C=O